FC(C(O)C1=NC=CC(=C1)C(=O)O)(F)F 2-(2,2,2-trifluoro-1-hydroxyethyl)pyridine-4-carboxylic acid